(E)-1-(tert-butyl)-4-(2-tosylvinyl)benzene C(C)(C)(C)C1=CC=C(C=C1)\C=C\S(=O)(=O)C1=CC=C(C)C=C1